(3R)-1-(azetidin-3-ylmethyl)-3-fluoropyrrolidine 2HCl Cl.Cl.N1CC(C1)CN1C[C@@H](CC1)F